C(C)ON1CN=CC=C1C1=C(C=CC=C1)C1=NOC(N1)=O 3-Ethoxy-4-((5-oxo-4,5-dihydro-[1,2,4]oxadiazol-3-yl)-phenyl)-pyrimidin